C(C)(C)C=1C=2N(C(=CC1)O[C@H](C(F)(F)F)C)N=C(N2)NC2C1CN(CC2CC1)C1=CC(=NC=C1)OC 8-isopropyl-N-((8endo)-3-(2-methoxypyridin-4-yl)-3-azabicyclo[3.2.1]octan-8-yl)-5-(((S)-1,1,1-trifluoropropan-2-yl)oxy)-[1,2,4]triazolo[1,5-a]pyridin-2-amine